4-amino-1-ethylpyrimidin-2(1H)-one NC1=NC(N(C=C1)CC)=O